CC1=NC=NC(=C1C1=CC=C(C[N+]2=NOC(=C2)[N-]C(NC2=CC(=C(C=C2)C(=O)OC)C(F)(F)F)=O)C=C1)C (3-(4-(4,6-Dimethylpyrimidin-5-yl)benzyl)-1,2,3-oxadiazol-3-ium-5-yl)((4-(methoxy-carbonyl)-3-(trifluoromethyl)phenyl)carbamoyl)amide